C(CC1=CC=CC=C1)NC(=O)N1C=NC=2C1=NC(=CC2)C(F)(F)F N-phenethyl-5-(trifluoromethyl)-3H-imidazo[4,5-b]Pyridine-3-carboxamide